ClC=1C=C(C(=O)OC)C=CC1C=1NC=C(N1)C(F)(F)F methyl 3-chloro-4-[4-(trifluoromethyl)-1H-imidazol-2-yl]benzoate